C[S@@](=O)CC1=C(C#N)C=CC(=C1)[N+](=O)[O-] |r| (±)-2-((methylsulfinyl)methyl)-4-nitrobenzonitrile